TERT-BUTYL (4-((3-CHLORO-1-((2-(TRIMETHYLSILYL)ETHOXY)METHYL)-1H-PYRROLO[2,3-B]PYRIDIN-4-YL)OXY)CYCLOHEXYL)CARBAMATE ClC1=CN(C2=NC=CC(=C21)OC2CCC(CC2)NC(OC(C)(C)C)=O)COCC[Si](C)(C)C